C(C1=CC=CC=C1)OC1=C(C=C(C=C1)CNC(C1=CC(=CC=C1)Br)=O)OC N-{[4-(benzyloxy)-3-methoxyphenyl]methyl}-3-bromobenzamide